OCCCCCN1C=NC(=C1)C(=O)N 1-(5-hydroxypentyl)-1H-imidazole-4-Carboxamide